OCC1=C(C=CC(=C1)C(CNCCCC(C(COCCCC1=CC=CC=C1)(F)F)(F)F)O)O 2-(hydroxymethyl)-4-(1-hydroxy-2-{[4,4,5,5-tetrafluoro-6-(3-phenylpropoxy)hexyl]Amino}ethyl)-phenol